C1(CCCC1)N1C2=C(N(C(C(C1)(F)F)=O)C)C=NC(=N2)NC2=C(C=C(C(=O)NN1CCN(CC1)C(=O)OCCCC)C=C2)OC butyl 4-(4-((9-cyclopentyl-7,7-difluoro-5-methyl-6-oxo-6,7,8,9-tetrahydro-5H-pyrimido[4,5-b][1,4]diazepin-2-yl)amino)-3-methoxybenzamido)piperazine-1-carboxylate